1-(5-(7,8-dimethyl-[1,2,4]triazolo[1,5-a]pyridin-6-yl)-6-isopropyl-4H-pyrrolo[3,2-d]thiazol-2-yl)-N-(3-methyloxetan-3-yl)piperidin-4-amine CC1=C(C=2N(C=C1C1=C(C=3N=C(SC3N1)N1CCC(CC1)NC1(COC1)C)C(C)C)N=CN2)C